(4-(4-((phenylsulfonyl)methyl)-1H-imidazol-1-yl)phenyl)-5-(trifluoromethyl)-1,2,4-oxadiazole C1(=CC=CC=C1)S(=O)(=O)CC=1N=CN(C1)C1=CC=C(C=C1)C1=NOC(=N1)C(F)(F)F